C(CCCCC)C(CCOC(CCCCCCCC(CCCCCCCCCCCC)=O)=O)CCCCCC.CNC(=O)C1=NC=CC(=C1)OC1=CC=C(C=C1)NC(C1=NC=C(C=C1)C=1C=C(C=CC1)C)=O N-(4-(2-(methylcarbamoyl)pyridin-4-yloxy)phenyl)-5-m-tolylpicolinamide 3-hexylnonyl-9-oxohenicosanoate